1-ethynyl-4-(4-pentylcyclohexyl)benzene C(#C)C1=CC=C(C=C1)C1CCC(CC1)CCCCC